dimethylbis(cyclopentadienyl)-1-(fluoren-1-yl)methane CC=1C(=C(C=2CC3=CC=CC=C3C2C1)C(C1C=CC=C1)C1C=CC=C1)C